1,10-dibromo-decane BrCCCCCCCCCCBr